C(C1=CC=CC=C1)N1C2=NC=NC(=C2N=C1C=1C(=CC(=NC1)OCCN1CCN(CC1)C(C)=O)C)OC1(CC1)C 1-(4-(2-((5-(9-benzyl-6-(1-methylcyclopropoxy)-9H-purin-8-yl)-4-methylpyridin-2-yl)oxy)ethyl)piperazin-1-yl)ethan-1-one